3,4-dihydro-2H-pyrazolo[1,5-b][1,2]oxazine O1N2C(CCC1)=CC=N2